5-((4-hydroxy-1-(4-(4-hydroxycyclohexyloxy)benzoyl)piperidin-4-yl)methyl)-1-p-tolyl-1H-pyrazolo[3,4-d]pyrimidin-4(5H)-one OC1(CCN(CC1)C(C1=CC=C(C=C1)OC1CCC(CC1)O)=O)CN1C=NC2=C(C1=O)C=NN2C2=CC=C(C=C2)C